NC=1C(=C(C(=O)O)C=C(C1)N)Cl 3,5-Diaminochlorobenzoic acid